CC1=NN2C(C3=C(C(=C2)B2OC(C(O2)(C)C)(C)C)CCC3)=N1 2-Methyl-6-(4,4,5,5-tetramethyl-1,3,2-dioxaborolan-2-yl)-8,9-dihydro-7H-cyclopenta[c][1,2,4]triazolo[1,5-a]pyridine